3-(3,5-dichlorophenoxy)-1H-pyrrole-2,5-dione hydrochloride Cl.ClC=1C=C(OC=2C(NC(C2)=O)=O)C=C(C1)Cl